C(CCCCCCCC)OC([C@@H]1[C@H]([C@@H]([C@H]([C@H](O)O1)O)O)O)=O β-D-glucuronic acid nonyl ester